C(C)(=O)N1CC=2N(CC1)N=C(C2C=2C=1N(N=C(C2)Cl)C=C(N1)C(=O)OC)C1=CC=C(C=C1)F methyl 8-(5-acetyl-2-(4-fluorophenyl)-4,5,6,7-tetrahydropyrazolo[1,5-a]pyrazin-3-yl)-6-chloroimidazo[1,2-b]pyridazine-2-carboxylate